ClC1=CC=C(CCNC(C(=O)NC2=CC=C(C=C2)C=2NC(=CN2)C)C2=CC=CC=C2)C=C1 2-((4-Chlorophenethyl)amino)-N-(4-(5-methyl-1H-imidazol-2-yl)phenyl)-2-phenylacetamide